C(C)(C)(C)OC(=O)N1CCC(CC1)CC(C)NC(C1=NC=C(C=C1)C1=C(C=C(C=C1)C)C)=O.C(C)N[SiH](CC)CC (ethylamino)diethylsilane tert-butyl-4-(2-(5-(2,4-dimethylphenyl)picolinamido)propyl)piperidine-1-carboxylate